BrCC([C@H]([C@@H]1CC(CCC1)(F)F)NC(OCC1=CC=CC=C1)=O)=O benzyl ((S)-3-bromo-1-((S)-3,3-difluorocyclohexyl)-2-oxopropyl)carbamate